FC1=C(C=CC(=C1)F)S(=O)(=O)NC=1C=C(C=NC1OC(F)(F)F)C=1C=C2C(=NC=NC2=CC1)N1CCN(CC1)C(=O)OC(C)(C)C tert-butyl 4-(6-(5-((2,4-difluorophenyl)sulfonamido)-6-(trifluoromethoxy)pyridin-3-yl)quinazolin-4-yl)piperazine-1-carboxylate